Dihydromorphin C1=CC(O)=C2C=3[C@@]45[C@@H](O2)[C@@H](O)CC[C@H]4[C@@H](CC13)N(C)CC5